methyl 4,5-difluoro-2-((3-fluoro-2-formyl-4-(trifluoromethoxy) phenyl) amino)-benzoate FC1=CC(=C(C(=O)OC)C=C1F)NC1=C(C(=C(C=C1)OC(F)(F)F)F)C=O